(R)-2-methyl-4-oxocyclohex-2-ene-1-carboxylic acid tert-butyl ester C(C)(C)(C)OC(=O)[C@H]1C(=CC(CC1)=O)C